ClC=1N=CC2=C(N1)N(C(C21CC1)=O)C1CC(CCCC1)O 2'-chloro-7'-(3-hydroxycycloheptyl)spiro[cyclopropane-1,5'-pyrrolo[2,3-d]pyrimidin]-6'(7'H)-one